CC=1N(C(=CC1)C)C1=CC=C(C=N1)C1C=CN(C=C1)C(=O)OC(C)(C)C tert-butyl 6-(2,5-dimethyl-1H-pyrrol-1-yl)-[3,4'-bipyridine]-1'(4'H)-carboxylate